N-(4-((2S)-3-(3-(3-chlorophenyl)pyrrolidin-1-yl)-2-hydroxypropoxy)phenyl)-N-methylmethanesulfonamide ClC=1C=C(C=CC1)C1CN(CC1)C[C@@H](COC1=CC=C(C=C1)N(S(=O)(=O)C)C)O